benzyl (E)-((5-((2-(((allyloxy)carbonyl)amino)acetamido)methoxy)-4-methylpent-3-en-1-yl)(phenoxy)phosphoryl)alaninate C(C=C)OC(=O)NCC(=O)NCOC/C(=C/CCP(=O)(OC1=CC=CC=C1)N[C@@H](C)C(=O)OCC1=CC=CC=C1)/C